4-methyloxazine CC1=CNOC=C1